BrC=1C2=CC=C(C3=CC=C4C=CC=C(C1)C4=C32)C3=NC2=C4N=CC=CC4=CC=C2C=C3 2-(4-bromopyrene-1-yl)-1,10-phenanthroline